3-Methoxy-N-methyl-5-[2-(propan-2-ylamino)ethyl-[3-(1-propan-2-ylpyrazol-4-yl)quinoxalin-6-yl]amino]benzamide COC=1C=C(C(=O)NC)C=C(C1)N(C=1C=C2N=C(C=NC2=CC1)C=1C=NN(C1)C(C)C)CCNC(C)C